FC1=C(C(=CC(=C1)[N+](=O)[O-])F)N1CC(CCC1)CC#N 2-[1-(2,6-difluoro-4-nitro-phenyl)-3-piperidinyl]Acetonitrile